C(C)(=O)O.C(C)(=O)O.C(C)(=O)O.C(C)(=O)O.NCCCN 1,3-diaminopropane tetraacetate